FC(OC=1C=C(C=CC1)N1C(C(C2=CC(=CC=C12)C(=O)N[C@@]1(CS(CC1)(=O)=O)C)(C)CC)=O)F 1-(3-(difluoromethoxy)phenyl)-3-ethyl-3-methyl-N-((S)-3-methyl-1,1-dioxidotetrahydrothiophen-3-yl)-2-oxoindoline-5-carboxamide